6-{[(2-hydroxy-2-methylpropyl)amino]methyl}-2,3-dihydro-isoindol-1-one OC(CNCC1=CC=C2CNC(C2=C1)=O)(C)C